CCCC/C=C/C=C/C=C\\CCCCCCCC(=O)O The molecule is a conjugated linolenic acid having three fully-conjugated double bonds at positions 9, 11 and 13, in cis, trans and trans configurations, respectively.